3-(3-(4-(chloromethyl)phenyl)-5-(3-methylisoxazol-4-yl)-3H-imidazo[4,5-b]pyridin-2-yl)pyridin-2-amine ClCC1=CC=C(C=C1)N1C(=NC=2C1=NC(=CC2)C=2C(=NOC2)C)C=2C(=NC=CC2)N